(diethoxymethyl)-1H-indole-3-carbaldehyde C(C)OC(OCC)N1C=C(C2=CC=CC=C12)C=O